CC=1C=C2C(C=C(OC2=C(C1)C(C)NC1=C(C(=O)O)C=CC=C1)C=1CCN(CC1)C(C(F)(F)F)C)=O 2-((1-(6-methyl-4-oxo-2-(1-(1,1,1-trifluoropropan-2-yl)-1,2,3,6-tetrahydropyridin-4-yl)-4H-chromen-8-yl)ethyl)amino)benzoic acid